(S)-5-(2-amino-5-ureidovaleramido)-2-(((tert-butyldiphenylsilyl)oxy)methyl)-N,N-di(prop-2-yn-1-yl)benzamide N[C@H](C(=O)NC=1C=CC(=C(C(=O)N(CC#C)CC#C)C1)CO[Si](C1=CC=CC=C1)(C1=CC=CC=C1)C(C)(C)C)CCCNC(=O)N